(2S)-3-[2-(benzyloxy)-3-(4,4,5,5-tetramethyl-1,3,2-dioxaborolan-2-yl)-5-(trifluoromethyl)phenyl]-2-[(tert-butoxycarbonyl)amino]propanoic acid C(C1=CC=CC=C1)OC1=C(C=C(C=C1B1OC(C(O1)(C)C)(C)C)C(F)(F)F)C[C@@H](C(=O)O)NC(=O)OC(C)(C)C